bromo-1,3-di(trifluoromethyl)benzol BrC1=C(C=CC=C1C(F)(F)F)C(F)(F)F